tert-butyl (2-((5-fluoro-4-(6-fluoropyridin-2-yl)thiazol-2-yl)amino)-2-oxoethyl)carbamate FC1=C(N=C(S1)NC(CNC(OC(C)(C)C)=O)=O)C1=NC(=CC=C1)F